FC(C=1C2=CN(N=C2C(=C(C1)C1=CC=C(C=C1)OCCN1CCC(CC1)CO)C)C(C(=O)NC=1SC=CN1)C1=C2N(C=N1)C[C@@H](C2)F)F 2-[4-(Difluoromethyl)-6-[4-[2-[4-(hydroxymethyl)-1-piperidyl]ethoxy]phenyl]-7-methyl-indazol-2-yl]-2-[(6R)-6-fluoro-6,7-dihydro-5H-pyrrolo[1,2-c]imidazol-1-yl]-N-thiazol-2-yl-acetamide